[N-](S(=O)(=O)C(F)(F)F)S(=O)(=O)C(F)(F)F.[Li+] Lithium bistrifluoromethanesulfonimide